C(CCCCCN=C=O)N=C=O Hexa-methylendiisocyanat